C1(=CC=CC=C1)S(=O)(=O)O.N ammonia benzenesulfonate